3,3,3-trifluoro-N-(3-chlorophenyl)propionamide FC(CC(=O)NC1=CC(=CC=C1)Cl)(F)F